3-((4-(5-chloro-1-((4-fluoropiperidin-4-yl)methyl)-1H-indol-7-yl)-5-methylpyrrolo[2,1-f][1,2,4]triazin-6-yl)methyl)-6,6-dimethyl-3-azabicyclo[3.1.0]hexane-2,4-dione ClC=1C=C2C=CN(C2=C(C1)C1=NC=NN2C1=C(C(=C2)CN2C(C1C(C1C2=O)(C)C)=O)C)CC2(CCNCC2)F